C(C)(C)(C)OC(=O)NC1=CC(=NC=C1F)C1=C2C=CC(=CC2=CC=C1)C(=O)OC methyl 5-(4-((tert-butoxycarbonyl)amino)-5-fluoropyridin-2-yl)-2-naphthoate